N-(2-(2-(2-(2-azidoethoxy)ethoxy)ethoxy)ethyl)hexanamide N(=[N+]=[N-])CCOCCOCCOCCNC(CCCCC)=O